IC=1C=C(C(=O)NC2=CC=C(C=C2)S(=O)(=O)N2C(CSCC2)C)C=CC1OC 3-Iodo-4-methoxy-N-(4-((3-methylthiomorpholino)sulfonyl)phenyl)benzamide